NC1=NC=2C=CC(=CC2C2=C1COC2)C(=O)N(C2=COC1=C2C=CC(=C1)C(F)(F)F)CC 4-amino-N-ethyl-N-(6-(trifluoromethyl)-1-benzofuran-3-yl)-1,3-dihydrofuro[3,4-c]quinoline-8-carboxamide